O-isopropyl-S-(1-isobutoxyethyl)xanthate C(C)(C)OC(=SC(C)OCC(C)C)[S-]